(4-oxa-7-azaspiro[2.5]octan-7-yl)methanone C1CC12OCCN(C2)C=O